4,10-Dimethyl-7,16,21-trioxa-1,4,10,13-tetraazabicyclo[11.5.5]tricosane CN1CCN2CCOCCN(CCN(CCOCC1)C)CCOCC2